(S)-tert-Butyl 2-((3-((1-(7-methoxyquinolin-5-yl)cyclopropyl)carbamoyl)-4-methylphenoxy)methyl)pyrrolidine-1-carboxylate COC1=CC(=C2C=CC=NC2=C1)C1(CC1)NC(=O)C=1C=C(OC[C@H]2N(CCC2)C(=O)OC(C)(C)C)C=CC1C